N1(CCC1)C=1C2=C(N=C(N1)C1=C(C(=CC(=C1Cl)OC)OC)Cl)C=NC(=C2)Cl 4-(azetidin-1-yl)-6-chloro-2-(2,6-dichloro-3,5-dimethoxyphenyl)pyrido[3,4-d]pyrimidine